C(C)(C)(C)C=1C(=C(C=C(C1O)CCCCCCCCC)CCC(=O)[O-])N1N=C2C(=N1)C=CC=C2 3-[3-tert-butyl-5-Nonyl-(2H-benzotriazol-2-yl)-4-hydroxyphenyl]propionate